[Cl-].C(C1=CC=CC=C1)OC(COC([C@H](C)[NH3+])=O)(C)C (S)-1-(2-(benzyloxy)-2-methylpropoxy)-1-oxopropan-2-aminium chloride